COC=1C=C(\C=C\2/CC(C\C(\C2=O)=C/C2=CC(=C(C=C2)OC)OC)NC(=O)C2CCCC2)C=CC1OC N-(3,5-Bis((E)-3,4-dimethoxybenzylidene)-4-oxocyclohexyl)cyclopentanecarboxamide